2-[8-amino-7-(3,5-dimethylphenoxy)-4-methyl-2,5-dioxo-2,3,4,5-tetrahydro-1H-benzo[e][1,4]diazepin-3-yl]acetic acid methyl ester COC(CC1N(C(C2=C(NC1=O)C=C(C(=C2)OC2=CC(=CC(=C2)C)C)N)=O)C)=O